tertbutyl (4R)-2-cyano-4-methyl-6,7-dihydro-4H-pyrazolo[1,5-a]pyrazine-5-carboxylate C(#N)C1=NN2C([C@H](N(CC2)C(=O)OC(C)(C)C)C)=C1